2-(5-(5-chloropentyloxy)-2-(methoxycarbonyl)phenyl)acetic acid ClCCCCCOC=1C=CC(=C(C1)CC(=O)O)C(=O)OC